2,6,9,10-tetrakis(2,3,4,5,6-penta-phenylphenyl)-anthracene C1(=CC=CC=C1)C1=C(C(=C(C(=C1C1=CC=CC=C1)C1=CC=CC=C1)C1=CC=CC=C1)C1=CC=CC=C1)C1=CC2=C(C3=CC=C(C=C3C(=C2C=C1)C1=C(C(=C(C(=C1C1=CC=CC=C1)C1=CC=CC=C1)C1=CC=CC=C1)C1=CC=CC=C1)C1=CC=CC=C1)C1=C(C(=C(C(=C1C1=CC=CC=C1)C1=CC=CC=C1)C1=CC=CC=C1)C1=CC=CC=C1)C1=CC=CC=C1)C1=C(C(=C(C(=C1C1=CC=CC=C1)C1=CC=CC=C1)C1=CC=CC=C1)C1=CC=CC=C1)C1=CC=CC=C1